(((ethoxycarbonyl)(isobutyl)amino)methyl)benzoate C(C)OC(=O)N(CC(C)C)COC(C1=CC=CC=C1)=O